BrC=1C=C(C=NC1[C@H](C)OC)N1C[C@H]2COCCN2CC1 (S)-8-(5-bromo-6-((S)-1-methoxyethyl)pyridin-3-yl)octahydropyrazino[2,1-c][1,4]oxazine